N-(1',2-Dihydroxy-1,2'-binaphthalen-4'-yl)-4-methoxybenzenesulfonamide OC1=C(C=C(C2=CC=CC=C12)NS(=O)(=O)C1=CC=C(C=C1)OC)C1=C(C=CC2=CC=CC=C12)O